1,5-Dichloro-anthraquinone ClC1=CC=CC=2C(C3=C(C=CC=C3C(C12)=O)Cl)=O